6-(2-chlorophenyl)-5-ethynyl-2-[(2-methoxyphenyl)amino]-8-methylpyrido[2,3-d]pyrimidin-7-one ClC1=C(C=CC=C1)C1=C(C2=C(N=C(N=C2)NC2=C(C=CC=C2)OC)N(C1=O)C)C#C